2-chloro-N1-(4-chloro-3-(pyridin-2-yl)phenyl)-N4-methoxyterephthalamide ClC1=C(C(=O)NC2=CC(=C(C=C2)Cl)C2=NC=CC=C2)C=CC(=C1)C(=O)NOC